C(N)(=O)C1=NC=C2N1C=CC(=C2)C=2C=C(C=NC2C(F)(F)F)C(=O)N[C@@H]2[C@H](CCC(C2)(F)F)O 5-{3-carbamoylimidazo[1,5-a]pyridin-7-yl}-N-[(1S,2S)-5,5-difluoro-2-hydroxycyclohexyl]-6-(trifluoroMethyl)pyridine-3-carboxamide